Tert-butyl (R)-(1-(4-fluoro-3-(trifluoromethyl)phenyl)pyrrolidin-3-yl)carbamate FC1=C(C=C(C=C1)N1C[C@@H](CC1)NC(OC(C)(C)C)=O)C(F)(F)F